C(#N)C1=CC=C(C=C1)C=CC1=NC2=C(C=CC=C2C=C1)O 2-[2-(4-cyanophenyl)vinyl]-8-hydroxy-quinoline